3-(triethoxysilylpropyl)-1-propanamine C(C)O[Si](OCC)(OCC)CCCCCCN